9,9-difluoro-10-oxo-6-azaspiro[4.5]decane-6-carboxylic acid tert-butyl ester C(C)(C)(C)OC(=O)N1C2(CCCC2)C(C(CC1)(F)F)=O